C(#N)C1(CC1)C=1C=C(C(=O)NC(C)C2=NC=CN=C2C2=NC=CC=N2)C=C(C1)OC(F)F 3-(1-cyanocyclopropyl)-5-(difluoromethoxy)-N-[1-(3-pyrimidin-2-ylpyrazin-2-yl)ethyl]benzamide